ferrocene palladium (II) dichloride [Pd](Cl)Cl.[CH-]1C=CC=C1.[CH-]1C=CC=C1.[Fe+2]